[(2R,3S,4R,5R)-5-[4-(cyclopentylamino)-2-ethynyl-pyrrolo[2,3-d]-pyrimidin-7-yl]-3,4-dihydroxy-tetrahydro-furan-2-yl]methoxy-methylphosphonic acid C1(CCCC1)NC=1C2=C(N=C(N1)C#C)N(C=C2)[C@H]2[C@@H]([C@@H]([C@H](O2)COCP(O)(O)=O)O)O